C(C)(=O)N1C[C@@H](OCC1)CN1C(=NC2=C1C=CC(=C2)Cl)C2=C(C=C(C=C2F)N2C(CCC2)=O)F (S)-1-(4-(1-((4-acetylmorpholin-2-yl)methyl)-5-chloro-1H-benzo[d]imidazol-2-yl)-3,5-difluorophenyl)pyrrolidin-2-one